N(C(=O)N)C1=NC=C(C(=O)O)C=C1 6-ureidonicotinic acid